N1C(=NC2=C1C=CC=C2)CCNC(C2=CC(=C(C(=C2)O)O)O)=O N-(2-(1H-benzo[d]imidazol-2-yl)ethyl)-3,4,5-trihydroxybenzamide